m-vinylphenyl-[3-(triethoxysilyl)propyl]diphenylsilane C(=C)C=1C=C(C=CC1)[Si](C1=CC=CC=C1)(C1=CC=CC=C1)CCC[Si](OCC)(OCC)OCC